C1(CC1)C=1C(=NC=NC1C1=C2C=NNC2=CC=C1C)N1CC2(CN(C2)C(C=C)=O)CC1 1-(6-(5-cyclopropyl-6-(5-methyl-1H-indazol-4-yl)pyrimidin-4-yl)-2,6-diazaspiro[3.4]octan-2-yl)prop-2-en-1-one